N-ethyl-5-(pyrazolo[1,5-a]pyridin-5-yl)-7H-pyrrolo[2,3-d]pyrimidin-2-amine C(C)NC=1N=CC2=C(N1)NC=C2C2=CC=1N(C=C2)N=CC1